C(CCC)(=O)OCC(COC(CCC)=O)OC(CCC(=O)O)=O 4-((1,3-Bis(butyryloxy)propan-2-yl)oxy)-4-oxobutanoic acid